CC1=C(C(=CC=C1)C)N=C(C)CC(C)=NC1=C(C=CC=C1C)C 2,4-bis[(2,6-dimethylphenyl)imino]pentane